n-octylammonium iodide salt [I-].C(CCCCCCC)[NH3+]